2-(4,4-difluoroazepan-1-yl)-5,6-dimethylnicotinamide FC1(CCN(CCC1)C1=C(C(=O)N)C=C(C(=N1)C)C)F